tert-butyl (3R,4R)-4-((1-(2-(3-((2,4-dioxotetrahydropyrimidin-1(2H)-yl) methyl)-2-oxopyridin-1(2H)-yl) ethyl) piperidin-4-yl) oxy)-3-fluoropiperidine-1-carboxylate TFA salt OC(=O)C(F)(F)F.O=C1N(CCC(N1)=O)CC=1C(N(C=CC1)CCN1CCC(CC1)O[C@H]1[C@@H](CN(CC1)C(=O)OC(C)(C)C)F)=O